NC1=CC(=C(OC=2N=C(SC2C2=NC(=NC=C2)N[C@@H]2CN(C[C@H](C2)F)C(=O)OC(C)(C)C)C)C=C1)Cl tert-butyl (3S,5S)-3-[[4-[4-(4-amino-2-chloro-phenoxy)-2-methyl-thiazol-5-yl]pyrimidin-2-yl]amino]-5-fluoro-piperidine-1-carboxylate